FC1(CCN(CC1)CC1=C(C(=O)O)C=CC=N1)F ((4,4-difluoropiperidin-1-yl)methyl)nicotinic acid